FC=1C=C(C=CC1F)[C@H]1[C@@H](C1)NC=1C2=C(N=C(N1)C1=C(C=CC=C1)O)SC(=C2)C 2-(4-(((1R,2S)-2-(3,4-difluorophenyl)cyclopropyl)amino)-6-methylthieno[2,3-d]pyrimidin-2-yl)phenol